SCCC[Si](OC)(OC)CC γ-mercaptopropylethyldimethoxysilane